OC(C)(C)C=1SC(=CN1)[S@](=O)(N)=NC(NC1=C2CCC(C2=C2CCCC2=C1)=O)=O (S)-2-(2-hydroxypropan-2-yl)-N'-((1-oxo-1,2,3,6,7,8-hexahydro-as-indacen-4-yl)carbamoyl)thiazole-5-sulfonimidamide